2-(4-bromophenyl)benzo-azole BrC1=CC=C(C=C1)C=1NC2=C(C1)C=CC=C2